N1(C=CC2=CC=CC=C12)C(=O)C=1C=C(C=CC1)N1C2(OC3=C(C(NC1=O)C2)C=CC=C3OCC3=CC=CC=C3)C 3-(3-(1H-indole-1-carbonyl)phenyl)-10-(benzyloxy)-2-methyl-5,6-dihydro-2H-2,6-methanobenzo[g][1,3,5]oxadiazocin-4(3H)-one